4-(bis(tert-butoxycarbonyl)amino)-3-((tert-butoxycarbonyl)(propyl)carbamoyl)-7-fluoro-8-(5-fluoropyrimidin-4-yl)isoquinoline-2-oxide C(C)(C)(C)OC(=O)N(C1=C([N+](=CC2=C(C(=CC=C12)F)C1=NC=NC=C1F)[O-])C(N(CCC)C(=O)OC(C)(C)C)=O)C(=O)OC(C)(C)C